C[C@@H]1COC2=C(CN1C(C(CC)C)=O)C=NC=C2C#N (3R)-3-methyl-4-(2-methylbutanoyl)-3,5-dihydro-2H-pyrido[3,4-f][1,4]oxazepine-9-carbonitrile